C(C)N1C2=C([C@H]([C@H](C1=O)NC(C1=CC(=CC=C1)C(F)(F)F)=O)C1=CC=C(C=C1)F)C(=NN2C2=CC=CC=C2)CNC |r| rac-N-((4R,5R)-7-ethyl-4-(4-fluorophenyl)-3-((methylamino)methyl)-6-oxo-1-phenyl-4,5,6,7-tetrahydro-1H-pyrazolo[3,4-b]pyridine-5-yl)-3-(trifluoromethyl)benzamide